C(C1=CC=CC=C1)OC1=C(C=C2C(=C(C=NC2=C1)[N+](=O)[O-])Cl)OC 7-benzyloxy-4-chloro-6-methoxy-3-nitro-quinoline